BrC1=CC(=C2C(=CN=NC2=C1)NCC1=C(C=C(C=C1)OC)OC)F 7-bromo-N-[(2,4-dimethoxyphenyl)methyl]-5-fluoro-cinnolin-4-amine